(S)-4-(2-amino-3-methylbutanoyloxy)butanoic acid N[C@H](C(=O)OCCCC(=O)O)C(C)C